1-methyl-N-((5-phenyl-1,3,4-thiadiazol-2-yl)methyl)-1H-indole-2-carboxamide CN1C(=CC2=CC=CC=C12)C(=O)NCC=1SC(=NN1)C1=CC=CC=C1